{3-[4-(6-fluoro-1,2-benzisoxazol-3-yl)piperidin-1-yl]propyl}carbamic acid tert-butyl ester C(C)(C)(C)OC(NCCCN1CCC(CC1)C1=NOC2=C1C=CC(=C2)F)=O